1-(2-methoxyethyl)-1H-benzo[d]imidazole-6-carboxylate COCCN1C=NC2=C1C=C(C=C2)C(=O)[O-]